7-((2-Hydroxyethyl)sulfonyl)-2-(3-((1-(methoxycarbonyl)cyclopropyl)methyl)phenyl)-6,6-dimethyl-2-(methyl-d3)heptanoic acid OCCS(=O)(=O)CC(CCCC(C(=O)O)(C([2H])([2H])[2H])C1=CC(=CC=C1)CC1(CC1)C(=O)OC)(C)C